CC1=C2C=C(C(=C1)O2)C 2,5-dimethyl-1,4-phenylene oxide